bis(4-fluorophenyl)sulfane FC1=CC=C(C=C1)SC1=CC=C(C=C1)F